(S)- and (R)-2-(2-chlorophenyl)-2-((4-cyanophenEthyl)amino)-N-(5-(1-methyl-1H-pyrazol-4-yl)pyridin-2-yl)acetamide ClC1=C(C=CC=C1)[C@@H](C(=O)NC1=NC=C(C=C1)C=1C=NN(C1)C)NCCC1=CC=C(C=C1)C#N |r|